C(C)(C)(C)OC(=O)N1CC2(C1)CC(C2)N2N=CC(=C2)C(=O)O 1-(2-(tert-butoxycarbonyl)-2-azaspiro[3.3]heptan-6-yl)-1H-pyrazole-4-carboxylic acid